2-(4-((4-acetyl-3,4-dihydro-2H-benzo[b][1,4]oxazin-7-yl)sulfonyl)piperazin-1-yl)-6-methylpyrimidine-4-carbonitrile C(C)(=O)N1C2=C(OCC1)C=C(C=C2)S(=O)(=O)N2CCN(CC2)C2=NC(=CC(=N2)C#N)C